BrC=1C=C2C(=CNC2=CC1)C(C(F)F)=O 1-(5-bromo-1H-indol-3-yl)-2,2-difluoroethanone